6-{7-[(7R)-5,5-dimethyl-4-azaspiro[2.5]octan-7-yl]-6,7-dihydro-5H-pyrrolo[2,3-c]pyridazin-3-yl}-2-methyl-1,3-benzoxazol-5-ol CC1(NC2(CC2)C[C@@H](C1)N1CCC2=C1N=NC(=C2)C2=CC1=C(N=C(O1)C)C=C2O)C